CN1C(C(=CCC1)C(NC1=CC=CC=C1)=S)=O 1-methyl-2-oxo-N-phenyl-1,2,5,6-tetrahydropyridine-3-carbothioamide